methyl (S)-2-((4-((2-(4-chlorobenzyl)-5-fluoropyrimidin-4-yl)oxy)piperidin-1-yl)methyl)-3-(oxetan-2-ylmethyl)-3H-imidazo[4,5-b]pyridine-6-carbimidate ClC1=CC=C(CC2=NC=C(C(=N2)OC2CCN(CC2)CC2=NC=3C(=NC=C(C3)C(OC)=N)N2C[C@H]2OCC2)F)C=C1